C[C@H]1C(NC(N1)=O)=O L-5-methyl-hydantoin